5-(4-aminophenyl)-1H-pyrazol-3-amine NC1=CC=C(C=C1)C1=CC(=NN1)N